FC=1C=2N(C=C(C1)C(NC1=CC=C(C=N1)N1CC(N(CC1)C(=O)OC(C)(C)C)(C)C)=N)C=C(N2)C tert-butyl 4-(6-(8-fluoro-2-methylimidazo[1,2-a]pyridine-6-carboximidamido)pyridin-3-yl)-2,2-dimethylpiperazine-1-carboxylate